2-[(4R)-2-(1,6-dimethylpyrazolo[3,4-b]pyridin-4-yl)-4-methyl-3,4-dihydro-1H-isoquinolin-6-yl]-5-oxa-2,8-diazaspiro[3.5]nonane CN1N=CC=2C1=NC(=CC2N2CC1=CC=C(C=C1[C@H](C2)C)N2CC1(C2)OCCNC1)C